N-(5-(4-chloro-2-(3-(3-(4-ethylpiperazin-1-yl)propoxy)phenyl)-1H-pyrrolo[2,3-b]pyridin-3-yl)-2-methylphenyl)acrylamide ClC1=C2C(=NC=C1)NC(=C2C=2C=CC(=C(C2)NC(C=C)=O)C)C2=CC(=CC=C2)OCCCN2CCN(CC2)CC